Oleylacrylat C(CCCCCCC\C=C/CCCCCCCC)OC(C=C)=O